2-(3-cyanophenyl)-1-[(2-fluorobenzyl)oxy]-4-methyl-1H-imidazole-5-carboxylic acid ethyl ester C(C)OC(=O)C1=C(N=C(N1OCC1=C(C=CC=C1)F)C1=CC(=CC=C1)C#N)C